N-methyl-2,6-dibromobenzylamine CNCC1=C(C=CC=C1Br)Br